phenyl-(methyl)silyl-bis(2-methyl-4,6-diisopropyl-1-indenyl)titanium dichloride [Cl-].[Cl-].C1(=CC=CC=C1)[Ti](C1C(=CC2=C(C=C(C=C12)C(C)C)C(C)C)C)(C1C(=CC2=C(C=C(C=C12)C(C)C)C(C)C)C)[SiH2]C